NC1=C(C(=O)NC2=NC(=C(C=C2)C)C2CC2)C=CC=C1 2-amino-N-(6-cyclopropyl-5-methylpyridin-2-yl)benzamide